4H,6H-pyrrolo[3,4-c]pyrazole-5-carboxylate N=1NC=C2C1CN(C2)C(=O)[O-]